silver 2-butanesulfonate CC(CC)S(=O)(=O)[O-].[Ag+]